ClC1=CC=C(C=C1)C(OC1CCN(CC1)CCCC(=O)OCC)C1=NC=CC=C1 ethyl 4-[(4-chlorophenyl)-2-pyridylmethoxy]-1-piperidinebutyrate